ClC1=C(N=C(NC1=O)C1=CC=NC=C1)N1C[C@@H](NCC1)C 5-chloro-4-[(3S)-3-methylpiperazin-1-yl]-2-(4-pyridinyl)-1H-pyrimidin-6-one